4-((1s,4r)-4-((tert-butyldimethylsilyl)oxy)cyclohexyl)-2-methylbutan [Si](C)(C)(C(C)(C)C)OC1CCC(CC1)CCC(C)C